BrC1=NNC(=N1)C(F)(F)F 3-Bromo-5-(trifluorometh-yl)-1H-1,2,4-triazole